FC(OC=1C=CC(=C(C1)N1C(N(C(C1)C#N)C1=CN=CC2=CC=CC=C12)=O)F)F 1-(5-(difluoromethoxy)-2-fluorophenyl)-3-(isoquinolin-4-yl)-2-oxoimidazoline-4-carbonitrile